FC1=C(C#N)C=CC(=C1)C=1N=C(N(C(C1C1=CC=C(C=C1)OC)=O)C)N1CCC(CC1)NC 2-fluoro-4-[5-(4-methoxy-phenyl)-1-methyl-2-(4-methylamino-piperidin-1-yl)-6-oxo-1,6-dihydro-pyrimidin-4-yl]-benzonitrile